OC1(C(N(CC1)C)=O)C1=CN=C(S1)C1=NC(=CC=C1)C1=NC(=NC=C1)NC1=NN(C=C1)C 3-hydroxy-1-methyl-3-(2-(6-(2-((1-methyl-1H-pyrazol-3-yl)amino)pyrimidin-4-yl)pyridin-2-yl)thiazol-5-yl)pyrrolidin-2-one